CC=1N=C2NN=CC2=C(N1)CCC1=NC=CN=C1C 3-Methyl-5-(2-(3-methyl-2-pyrazinyl)ethyl)-2,4,8,9-tetrazabicyclo[4.3.0]nona-1,3,5,7-tetraene